CC1=NC(=CC(=N1)NC1=CC2=C(C=N1)C(=NN2C=2C=C(C#N)C=CC2)OCOCC[Si](C)(C)C)C 3-(6-((2,6-dimethylpyrimidin-4-yl)amino)-3-((2-(trimethylsilyl)ethoxy)methoxy)-1H-pyrazolo[4,3-c]pyridin-1-yl)benzonitrile